2-(2,6-dioxopiperidin-3-yl)-4-(2-(3-(4-(3-(2-fluoro-10H-phenothiazin-10-yl)propyl)piperazin-1-yl)-3-carbonylpropoxy)ethoxy)isoindoline-1,3-dione O=C1NC(CCC1N1C(C2=CC=CC(=C2C1=O)OCCOCCC(=C=O)N1CCN(CC1)CCCN1C2=CC=CC=C2SC=2C=CC(=CC12)F)=O)=O